5,5'-(1,3-phenylene)bis(1H-tetrazole) C1(=CC(=CC=C1)C1=NN=NN1)C1=NN=NN1